[Si](C)(C)(C(C)(C)C)OCC=1C=CC(=C(C1)C=1C(=C(C(N(C1)C)=O)I)OC)OC1=C(C=C(C=C1)F)F 5-(5-(((tert-Butyldimethylsilyl)oxy)methyl)-2-(2,4-difluorophenoxy)phenyl)-3-iodo-4-Methoxy-1-methylpyridin-2(1H)-one